3-(4-(((7-fluorobenzo[d]thiazol-2-yl)(2-(2-methylpyrrolidin-1-yl)-ethyl)amino)methyl)phenyl)propiolic acid FC1=CC=CC=2N=C(SC21)N(CCN2C(CCC2)C)CC2=CC=C(C=C2)C#CC(=O)O